methyl 3-(4-((tert-butoxycarbonyl)amino)benzyl)benzoate C(C)(C)(C)OC(=O)NC1=CC=C(CC=2C=C(C(=O)OC)C=CC2)C=C1